P(=O)(O)(O)OCCCCCCCCCCCCCCCCCCCCCCCCCC hexacosyl alcohol phosphate